1-(2,3-diaminobenzyl)-3-methylurea NC1=C(CNC(=O)NC)C=CC=C1N